4-ethyl-4-methyl-4,5-dihydrooxazole C(C)C1(N=COC1)C